3-(2,4-difluorophenyl)-1-[rac-(1S,4S)-4-(1,5-dimethylpyrazol-4-yl)-1-methyl-3,4-dihydro-1H-isoquinolin-2-yl]propan-1-one FC1=C(C=CC(=C1)F)CCC(=O)N1[C@H](C2=CC=CC=C2[C@H](C1)C=1C=NN(C1C)C)C |r|